2-(diphenylphosphonomethyl)-4-methylphenol C1(=CC=CC=C1)OP(=O)(OC1=CC=CC=C1)CC1=C(C=CC(=C1)C)O